spiro[9H-fluorene-9,9'(10'H)-phenanthrene]-10'-on C1=CC=CC=2C3=CC=CC=C3C3(C(C12)=O)C1=CC=CC=C1C=1C=CC=CC13